2-((3,5-dimethyl-1H-pyrrol-2-yl)methylene)-3-methoxy-2H-pyrrole CC1=C(NC(=C1)C)C=C1N=CC=C1OC